N-{3-[7-amino-2-(2-cyano-2-methylideneethyl)-1-oxo-2,3-dihydro-1H-isoindol-4-yl]phenyl}acetamide NC=1C=CC(=C2CN(C(C12)=O)CC(=C)C#N)C=1C=C(C=CC1)NC(C)=O